tert-butyl (6-methyl-2-oxo-1-(2,2,2-trifluoroethyl)-5-(2,3,5-trifluorophenyl)piperidin-3-yl)carbamate CC1C(CC(C(N1CC(F)(F)F)=O)NC(OC(C)(C)C)=O)C1=C(C(=CC(=C1)F)F)F